FC1=C(OC[C@@H](/C=C/[C@H]2[C@@H](C[C@@H]3OC[C@H](CC[C@@H]32)CCCC(=O)O)O)O)C=CC=C1C(F)(F)F 4-[(3S,5aR,6R,7R,8aS)-6-{(1E,3R)-4-[2-fluoro-3-(trifluoromethyl)phenoxy]-3-hydroxy-1-buten-1-yl}-7-hydroxyoctahydro-2H-cyclopenta[b]oxepin-3-yl]butanoic acid